CC(=CC=O)C=CC=C(C)C 3,7-dimethyl-octane-2,4,6-trienal